C(C)[N+](CCO)(CC)CC N,N,N-triethyl-2-hydroxyethane-1-aminium